6-chloro-1,2,3,4-tetrahydroisoquinoline-2-carbonitrile ClC=1C=C2CCN(CC2=CC1)C#N